C(C1=CC=CC=C1)(=O)C=1/C(/C(N2C1NCCC2)(O)C2=CC=C(C=C2)F)=C/2\C(OC1=CC=C(C=C1C2=O)Cl)=O (E)-3-(8-benzoyl-6-(4-fluorophenyl)-6-hydroxy-1,2,3,4-tetrahydropyrrolo[1,2-a]pyrimidine-7(6H)-ylidene)-6-chlorochroman-2,4-dione